BrC1=NC(=C(C(=N1)N[C@@H]1[C@H](C2CCC1CC2)C(=O)OCCCCCCC)F)C=2SC=CC2 (2S,3S)-heptyl 3-((2-bromo-5-fluoro-6-(thiophen-2-yl)pyrimidin-4-yl)amino)bicyclo[2.2.2]octane-2-carboxylate